3-(5-([1,2,4]triazolo[4,3-a]pyridin-6-yl)-8-amino-2-((2,6-difluorophenyl)(hydroxy)methyl)-[1,2,4]triazolo[1,5-a]pyrazin-6-yl)benzonitrile N=1N=CN2C1C=CC(=C2)C2=C(N=C(C=1N2N=C(N1)C(O)C1=C(C=CC=C1F)F)N)C=1C=C(C#N)C=CC1